1-(4-hydroxyphenyl-carbonyloxy)-3,5-bis(3-methyl-4-hydroxyphenyl-carbonyloxy)cyclohexane OC1=CC=C(C=C1)C(=O)OC1CC(CC(C1)OC(=O)C1=CC(=C(C=C1)O)C)OC(=O)C1=CC(=C(C=C1)O)C